BrC1=C(C(=CC=C1)CBr)Cl 1-bromo-3-(bromomethyl)-2-chlorobenzene